NC(C(=O)O)CCC(=O)O 2-aminoglutaric acid